(R)-N-(6-(3-(2-hydroxypropan-2-yl)pyrrolidin-1-yl)-2-methylpyrimidin-4-yl)-6-(1-(2,2,2-trifluoroethyl)-1H-pyrazol-4-yl)picolinamide OC(C)(C)[C@H]1CN(CC1)C1=CC(=NC(=N1)C)NC(C1=NC(=CC=C1)C=1C=NN(C1)CC(F)(F)F)=O